ClN1NC(=CC(=N1)Cl)C1=CC=C(C=C1)OC 2,4-Dichloro-6-(4-methoxy-phenyl)triazine